C(C)ON1N=CN=C1 N-ethoxy-1H-1,2,4-triazole